m-phenylene diphosphate O1P(OC=2C=C1C=CC2)(=O)OP(=O)([O-])[O-]